3-[(4-fluorophenoxy)methyl]-4-methyl-2-[5-methyl-2-(4H-1,2,4-triazol-4-yl)benzoyl]-2-azabicyclo[3.1.1]heptane FC1=CC=C(OCC2N(C3CC(C2C)C3)C(C3=C(C=CC(=C3)C)N3C=NN=C3)=O)C=C1